C(C#C)(=O)N1NC(CC1C1=CC=CC=C1)=C1C(N(C(N(C1=O)C1CCCCC1)=O)C1CCCCC1)=O (1-propynoyl-5-phenylpyrazolidine-3-ylidene)-1,3-Dicyclohexylbarbituric acid